BrC1=C(C(=C(N1)C)C(C)=O)C 1-(5-bromo-2,4-dimethyl-1H-pyrrol-3-yl)ethan-1-one